1-(8Z,11Z,14Z-eicosatrienoyl)-2-eicosanoyl-glycero-3-phospho-(1'-sn-glycerol) CCCCCCCCCCCCCCCCCCCC(=O)O[C@H](COC(=O)CCCCCC/C=C\C/C=C\C/C=C\CCCCC)COP(=O)(O)OC[C@H](CO)O